(S)-N-(4-chloro-5-((3-((2,6-dimethylpyridin-4-yl)methyl)pyrrolidin-1-yl)methyl)thiazol-2-yl)acetamide ClC=1N=C(SC1CN1C[C@H](CC1)CC1=CC(=NC(=C1)C)C)NC(C)=O